(S)-1-(2,6-dichlorophenyl)-4-((6-(3-(dimethylamino)pyrrolidine-1-carbonyl)pyridin-3-yl)amino)-1H-pyrazole-3-carboxamide ClC1=C(C(=CC=C1)Cl)N1N=C(C(=C1)NC=1C=NC(=CC1)C(=O)N1C[C@H](CC1)N(C)C)C(=O)N